(S)-1-(2-((S)-3-(3-phenoxyphenoxy)pyrrolidin-1-yl)acetyl)pyrrolidine-2-carbonitrile O(C1=CC=CC=C1)C=1C=C(O[C@@H]2CN(CC2)CC(=O)N2[C@@H](CCC2)C#N)C=CC1